NC1=NC(=NC(=C1C(=O)OCC)C12CC(C1)(C2)C(F)(F)F)Cl ethyl 4-amino-2-chloro-6-(3-(trifluoromethyl)bicyclo[1.1.1]pentan-1-yl)pyrimidine-5-carboxylate